5-((2-bromo-5-isopropylpyridin-4-yl)oxy)-N4-(2-morpholinoethyl)pyrimidine-2,4-diamine BrC1=NC=C(C(=C1)OC=1C(=NC(=NC1)N)NCCN1CCOCC1)C(C)C